5-(3-fluorophenyl)-6-methyl-4-oxo-1-propan-2-ylpyridine-3-carboxamide hydrochloride Cl.FC=1C=C(C=CC1)C=1C(C(=CN(C1C)C(C)C)C(=O)N)=O